C(CCCCCCCCCCCCCC=CCCCCCCCC)(=O)OCCCCCCCCCCCCCCCCCCCCCCCCCCCCCCCCCCC pentatriacontyl tetracos-15-enoate